Cl.FC=1C(=CC=2C3=C(C=NC2C1)N(C(C31CN(C1)C1=CC=C(C=C1)C)=O)C)C=1C=C(C(=NC1)OCCNC(C)C)NS(=O)(=O)C N-(5-(7'-Fluoro-3'-methyl-2'-oxo-1-(p-tolyl)-2',3'-dihydrospiro[azetidine-3,1'-pyrrolo[2,3-c]quinolin]-8'-yl)-2-(2-(isopropylamino)ethoxy)pyridin-3-yl)methanesulfonamide hydrochloride